ClC1=NC=C(C#N)C=C1C(F)(F)F 6-chloro-5-(trifluoromethyl)nicotinonitrile